[N-](S(=O)(=O)C(F)(F)F)S(=O)(=O)C(F)(F)F.C(C=C)N1CN(C=C1)C=C 1-allyl-3-vinylimidazole bis(trifluoromethanesulfonyl)imide salt